2-((8-(3-bromo-2-methylphenylamino)-1,7-naphthyridin-3-yl)amino)ethanol BrC=1C(=C(C=CC1)NC=1N=CC=C2C=C(C=NC12)NCCO)C